S1C=C(C2=C1C=CC=C2)S(=O)(=O)NC2=C(C=CC=C2)C#CC=2C=CC(=NC2)C(=O)O 5-{2-[2-(1-benzothiophene-3-sulfonamido)phenyl]ethynyl}pyridine-2-carboxylic acid